COC(C1CN(C1)C1=NOC(=C1)C(CC(=O)[O-])(C)C)OC 3-[[3-(dimethoxymethyl) azetidin-1-yl]isoxazol-5-yl]-3-methyl-butanoate